SCCC(=O)O.SCCC(=O)O.OCSCO Hydroxymethylsulfide bis(3-mercaptopropionate)